C1=C(C=C(C=C1C(=O)O)C(=O)O)CC2=CC(=CC(=C2)C(=O)O)C(=O)O 3,3',5,5'-tetracarboxydiphenylmethane